2-cyclobutyl-1-methyl-1H-imidazole C1(CCC1)C=1N(C=CN1)C